C(C)(C)(C)OC(=O)N1CC(CC1)(C)C 3,3-dimethylpyrrolidine-1-carboxylic acid tert-butyl ester